ClC1=CC=C(OCCOC2=NN=C(S2)NC(C2=C(C=NC=C2)C2=C(C=CC=C2)OC)=O)C=C1 N-(5-(2-(4-chlorophenoxy)ethoxy)-1,3,4-thiadiazol-2-yl)-3-(2-methoxyphenyl)isonicotinamide